tert-butyl N-[2-[2-[2-[[4-(8-isoquinolyl)-3-[2-[4-(8-isoquinolyl)phenyl]ethoxy]phenyl]methoxy]ethoxy]ethoxy]ethyl]carbamate C1=NC=CC2=CC=CC(=C12)C1=C(C=C(C=C1)COCCOCCOCCNC(OC(C)(C)C)=O)OCCC1=CC=C(C=C1)C=1C=CC=C2C=CN=CC12